chloromethyltrithiazolin ClCC1=NSSS1